tert-Butyl N-[5-[3-(2,6-dibenzyloxy-3-pyridyl)-1-methyl-indazol-6-yl]-5-azaspiro[3.5]nonan-8-yl]-N-methyl-carbamate C(C1=CC=CC=C1)OC1=NC(=CC=C1C1=NN(C2=CC(=CC=C12)N1C2(CCC2)CC(CC1)N(C(OC(C)(C)C)=O)C)C)OCC1=CC=CC=C1